ClC=1C=CC(=C(C1)S(=O)(=O)NC1=CC=C(C=C1)C1=NC(=C2C(=N1)NN=C2C)O[C@H]2[C@H](CN(CC2)C(C)C)F)F 5-chloro-2-fluoro-N-[4-(4-[[(3S,4R)-3-fluoro-1-isopropylpiperidin-4-yl]oxy]-3-methyl-1H-pyrazolo[3,4-d]pyrimidin-6-yl)phenyl]benzenesulfonamide